CC1(CC1)NS(=O)(=O)C1=CC(=C(C=C1)[N+](=O)[O-])NC=1OC(=NN1)C N-(1-methylcyclopropyl)-3-[(5-methyl-1,3,4-oxadiazol-2-yl)amino]-4-nitrobenzenesulfonamide